FC1=C(C(=CC=C1)F)C1=N[C@H](C2=NC(=NN2C=2SC=3OCCOCC3C12)C(=O)OCC)C ethyl (7S)-9-(2,6-difluorophenyl)-7-methyl-13,16-dioxa-18-thia-2,3,5,8-tetrazatetracyclo[8.8.0.02,6.011,17]octadeca-1(10),3,5,8,11(17)-pentaene-4-carboxylate